(2S,4R)-4-fluoro-1-[2-(3-methyl-1,2,4-oxadiazol-5-yl)acetyl]-N-[(S)-phenyl[4-(propan-2-yl)phenyl]methyl]pyrrolidine-2-carboxamide F[C@@H]1C[C@H](N(C1)C(CC1=NC(=NO1)C)=O)C(=O)N[C@H](C1=CC=C(C=C1)C(C)C)C1=CC=CC=C1